COC1=C(C=CC=C1)S(=O)(=O)N1CCC(CC1)CC1=CC=CC=C1 1-((2-methoxyphenyl)sulfonyl)-4-Benzylpiperidine